CN(C)CC1CN(CCC1(O)C1=CC(=CC=C1)OC([2H])([2H])[2H])S(=O)(=O)CC1=CC(=CC=C1)C(F)(F)F 3-((dimethylamino)methyl)-4-(3-(methoxy-d3)phenyl)-1-((3-(trifluoromethyl)benzyl)sulfonyl)piperidin-4-ol